[1,3-dioxolo[4,5-b]pyridin-6-yl]-3,6-dimethyl-chromen-4-one O1COC2=NC=C(C=C21)C=2OC1=CC=C(C=C1C(C2C)=O)C